(1S,3S,5S)-N-((4-carbamimidoylthiophen-2-yl)methyl)-5-methyl-2-((4-phenoxy-butanoyl)glycyl)-2-azabicyclo[3.1.0]hexane-3-carboxamide C(N)(=N)C=1C=C(SC1)CNC(=O)[C@H]1N([C@H]2C[C@]2(C1)C)C(CNC(CCCOC1=CC=CC=C1)=O)=O